FC(C(C(C(C(C(C(C(CCCCCCCCCCC)(F)F)(F)F)(F)F)(F)F)(F)F)(F)F)(F)F)(F)F 1,1,1,2,2,3,3,4,4,5,5,6,6,7,7,8,8-heptadecafluorononadecane